C(C)(C)C1=C(C=CC=C1)N1CCOCC1 4-(isopropylphenyl)morpholine